C(C=C)(=O)N1C[C@@H](N([C@H](C1)C)C1=NC(=NC2=C1N=C(N(C2=O)C2=CC=CC1=CC=CC(=C21)F)C(F)(F)F)OC[C@H]2N(CCC2)C)C 8-((2S,6S)-4-acryloyl-2,6-dimethylpiperazin-1-yl)-3-(8-fluoronaphthalen-1-yl)-6-(((S)-1-methylpyrrolidin-2-yl)methoxy)-2-(trifluoromethyl)pyrimido[5,4-d]Pyrimidin-4(3H)-one